SILOLONE [Si]1(C=CC=C1)=O